[Si].[Cr].C(C)(C)(C)OC(=O)CCCCOC=1C2=CC=CC=C2C(=C2C=CC=CC12)OCCCCC(=O)OC(C)(C)C 9,10-bis(tert-butoxycarbonylbutyleneoxy)anthracene chromium-silicon